N-(6-(difluoromethyl)pyridin-3-yl)-4-methoxy-6-(thiazol-5-yl)pyridineamide FC(C1=CC=C(C=N1)NC(=O)C1=NC(=CC(=C1)OC)C1=CN=CS1)F